1,3-bis(propynyl)urea C(#CC)NC(=O)NC#CC